C(CC(CCCCCCCCCCCCCCC)O)O octadecane-1,3-diol